ClC1=C(NC=2C=C(C(=O)C3=NSC=C3)C=C(C2)Cl)C=CC=C1C1=CC=CC=C1 3-(2-chloro-3-phenylanilino)-5-chlorobenzoyl-Isothiazole